C(#N)C1=CC=C(CCN[C@H](C(=O)NC2=NC=C(C=C2)N2CCN(CC2)C)C2=CC=CC=C2)C=C1 |r| (S)- and (R)-2-((4-cyanophenethyl)amino)-N-(5-(4-methyl-piperazin-1-yl)-pyridin-2-yl)-2-phenylacetamide